BrC1=CC2=C(C(=N1)NC1=CC(=NC=C1F)Cl)N(C=N2)C(C)C 6-bromo-N-(2-chloro-5-fluoropyridin-4-yl)-3-isopropyl-3H-imidazo[4,5-c]pyridin-4-amine